N-[3-[5-fluoro-2-[[1-(2-hydroxyethyl)pyrazol-4-yl]amino]pyrimidin-4-yl]-1-methyl-indol-6-yl]prop-2-enamide FC=1C(=NC(=NC1)NC=1C=NN(C1)CCO)C1=CN(C2=CC(=CC=C12)NC(C=C)=O)C